(2-pyridylmethyl)amin N1=C(C=CC=C1)CN